C(C)C(CC)(CCCCCCCCCCCCCCC)C1=CNC(O1)=O 5-(3-ethyloctadecan-3-yl)oxazol-2(3H)-one